(R)-N-(4-cyclopropylphenyl)-4,4-difluoropiperidine-2-carboxamide C1(CC1)C1=CC=C(C=C1)NC(=O)[C@@H]1NCCC(C1)(F)F